6-(5-(1-((1S,2S,3S,5R)-2-fluoro-1,5-dimethyl-9-azabicyclo[3.3.1]non-3-yl)vinyl)pyrazin-2-yl)isoquinolin-7-ol F[C@@H]1[C@@]2(CCC[C@](C[C@H]1C(=C)C=1N=CC(=NC1)C=1C=C3C=CN=CC3=CC1O)(N2)C)C